6-chloro-3-(((1R)-1-(2-cyano-7-methyl-3-(1-methyl-6-oxopiperidin-3-yl)quinoxalin-5-yl)ethyl)amino)picolinic acid ClC1=CC=C(C(=N1)C(=O)O)N[C@H](C)C1=C2N=C(C(=NC2=CC(=C1)C)C#N)C1CN(C(CC1)=O)C